C(C)(C)(C)OC(=O)N([C@H](C(=O)N(C)[C@@H](C(=O)O)CC1=NC(=NO1)C1=CC=CC=C1)CC(C)C)C (R)-2-((S)-2-((tert-Butoxycarbonyl)(methyl)amino)-N,4-dimethylvaleramido)-3-(3-phenyl-1,2,4-oxadiazol-5-yl)propionic acid